[N+](=O)([O-])C=1C=C(C(=O)N)C=C(C1)[N+](=O)[O-] 3,5-dinitrobenzamide